6,7-difluoro-N-(3-fluorophenyl)-2-hydrazinyl-N-methylquinazolin-4-amine FC=1C=C2C(=NC(=NC2=CC1F)NN)N(C)C1=CC(=CC=C1)F